tert-Butyl 3-[4-(benzenesulfonyl)phenyl]azetidine-1-carboxylate C1(=CC=CC=C1)S(=O)(=O)C1=CC=C(C=C1)C1CN(C1)C(=O)OC(C)(C)C